[K+].S(=O)(=O)([O-])[O-].[NH4+] ammonium sulfate, potassium salt